OCC(=O)NC[C@H]1N(C/C(/C1)=N/OC)C(=O)C1=CC=C(C=C1)C1=C(C=CC=C1)C (S,E)-2-Hydroxy-N-((4-(methoxyimino)-1-(2'-methyl-[1,1'-biphenyl]-4-carbonyl)pyrrolidin-2-yl)methyl)acetamide